C(C)(C)(C)OC(=O)N1[C@@H](CN(CC1)C=1C2=C(N=CN1)N(C=C2I)C2=CC(=CC=C2)C#N)C (R)-4-(7-(3-cyanophenyl)-5-iodo-7H-pyrrolo[2,3-d]pyrimidin-4-yl)-2-methylpiperazine-1-carboxylic acid tert-butyl ester